OCCNS(=O)(=O)C1=CC=C(C=C1)B N-(2-hydroxyethyl)4-boryl-benzenesulfonamide